Methyl 5-(1-(O-((2-oxabicyclo[2.2.2]octan-4-yl)methyl)-L-threonyl)piperidin-4-yl)picolinate C12OCC(CC1)(CC2)CO[C@@H]([C@H](N)C(=O)N2CCC(CC2)C=2C=CC(=NC2)C(=O)OC)C